2-(3-(4-(1H-pyrazol-4-yl)phenyl)-1-(3-methoxybenzyl)-2-oxo-1,3,8-triazaspiro[4.5]decan-8-yl)-N,N-dimethylacetamide N1N=CC(=C1)C1=CC=C(C=C1)N1C(N(C2(C1)CCN(CC2)CC(=O)N(C)C)CC2=CC(=CC=C2)OC)=O